ClC1=CC2=C(C3=CC=CC=C3C(=C2C=C1)OC(CC)=O)OC(CC)=O 2-chloro-9,10-dipropionyloxyanthracene